BrC1=NC2=C(N1C1CC1)C(=C(C=C2)F)F 2-bromo-1-cyclopropyl-6,7-difluoro-1H-benzo[d]imidazole